C1(CC1)CN1N=CC2=C1NC(=NC2=O)CC2CC2 1,6-bis(cyclopropylmethyl)-1,7-dihydro-4H-pyrazolo[3,4-d]Pyrimidin-4-one